tert-Butyl 3-[2-(2-fluoro-4-methyl-phenyl)ethyl]azetidine-1-carboxylate FC1=C(C=CC(=C1)C)CCC1CN(C1)C(=O)OC(C)(C)C